tert-butyl (E)-(2-(6-(3-(methyl((3-methylbenzofuran-2-yl)methyl)amino)-3-oxoprop-1-en-1-yl)-2,4-dioxo-1,4-dihydropyrido[2,3-d]pyrimidin-3(2H)-yl)ethyl)carbamate CN(C(/C=C/C1=CC2=C(NC(N(C2=O)CCNC(OC(C)(C)C)=O)=O)N=C1)=O)CC=1OC2=C(C1C)C=CC=C2